C(N)(ON1CCC(CC1)F)=O 4-fluoropiperidin-1-yl carbamate